(methylcarbamoyl)-[1,1'-biphenyl] CNC(=O)C1=C(C=CC=C1)C1=CC=CC=C1